1-((3S,5R)-1-Acryloyl-5-(methoxymethyl)pyrrolidin-3-yl)-3-((1-cyclopropyl-6-fluoro-1H-benzo[d]imidazol-5-yl)ethynyl)-5-(ethylamino)-1H-pyrazole-4-carboxamide C(C=C)(=O)N1C[C@H](C[C@@H]1COC)N1N=C(C(=C1NCC)C(=O)N)C#CC1=CC2=C(N(C=N2)C2CC2)C=C1F